[2-(2,6-dioxopiperidin-3-yl)-4-methoxy-3-oxo-2,3-dihydro-1H-isoindol-5-yl]methyl N-[4-(2,3-difluorophenoxy)phenyl]carbamate FC1=C(OC2=CC=C(C=C2)NC(OCC=2C(=C3C(N(CC3=CC2)C2C(NC(CC2)=O)=O)=O)OC)=O)C=CC=C1F